ClC=1C=NC=C(C1[C@@H](C)OC=1C=C2C(=NNC2=CC1)C1=NC2=C(N1)CN(C2)C(=O)[C@H]2N(CCCC2)C)Cl (2-(5-((R)-1-(3,5-dichloropyridin-4-yl)ethoxy)-1H-indazol-3-yl)-4,6-dihydropyrrolo[3,4-d]imidazol-5(1H)-yl)((S)-1-methylpiperidin-2-yl)methanone